methyl N-[5-[6-[5-chloro-2-(4-fluorophenyl)-1,2,4-triazol-3-yl]imidazo[1,2-a]pyridin-3-yl]-2-pyridyl]carbamate ClC=1N=C(N(N1)C1=CC=C(C=C1)F)C=1C=CC=2N(C1)C(=CN2)C=2C=CC(=NC2)NC(OC)=O